5-Amino-3-trifluoromethyl-2-cyanopyridine NC=1C=C(C(=NC1)C#N)C(F)(F)F